FC1=CC=C(C=C1)C1=C(NC2=C1C(N(CC2)C)=O)C2=CC(=NC=C2)NC(CC2=CC=C(C(=O)N1CCN(CC1)C(=O)OC(C)(C)C)C=C2)=O tert-butyl 4-{4-[2-({4-[3-(4-fluorophenyl)-5-methyl-4-oxo-4,5,6,7-tetrahydro-1H-pyrrolo[3,2-c]pyridin-2-yl]pyridin-2-yl}amino)-2-oxoethyl]benzoyl}piperazine-1-carboxylate